ClC1=CC=C(N=N1)N1C[C@@H](OCC1)CNC(OC(C)(C)C)=O tert-butyl N-[[(2S)-4-(6-chloropyridazin-3-yl)morpholin-2-yl]methyl]carbamate